(±)-trans-N-[8-(benzhydrylideneamino)-6-(6-methyl-1-tetrahydropyran-2-yl-indazol-5-yl)-3-isoquinolyl]-2-cyano-cyclopropanecarboxamide C(C1=CC=CC=C1)(C1=CC=CC=C1)=NC=1C=C(C=C2C=C(N=CC12)NC(=O)[C@H]1[C@@H](C1)C#N)C=1C=C2C=NN(C2=CC1C)[C@@H]1OCCCC1 |&1:42|